2-(4-((3-(4-fluorophenyl)-2-oxo-2,3-dihydro-1H-imidazol-1-yl)methyl)-2,6-dimethylphenoxy)-2-methylpropanoic acid ethyl ester C(C)OC(C(C)(C)OC1=C(C=C(C=C1C)CN1C(N(C=C1)C1=CC=C(C=C1)F)=O)C)=O